COCCN(C1CCC(CC1)N)C N4-(2-methoxyethyl)-N4-methylcyclohexane-1,4-diamine